methyl (E)-2-((2S,3S,7aS,12bS)-3-ethyl-8-methoxy-7a-(propionyloxy)-1,2,3,4,6,7,7a,12b-octahydroindolo[2,3-a]quinolizin-2-yl)-3-methoxyacrylate C(C)[C@@H]1CN2CC[C@]3(C([C@@H]2C[C@@H]1/C(/C(=O)OC)=C\OC)=NC1=CC=CC(=C13)OC)OC(CC)=O